ClC1=CC2=C(S1)[C@@]1(C[C@@H](N(CC1)CC=1C=NN(C1)CCS(=O)(=O)C)C)OCC2(O)C(F)(F)F (2'S,7R)-2-chloro-2'-methyl-1'-[[1-(2-methylsulfonylethyl)pyrazol-4-yl]methyl]-4-(trifluoromethyl)spiro[5H-thieno[2,3-c]pyran-7,4'-piperidine]-4-ol